FC(C=1C=C(OCC=O)C=CC1)(F)F 2-(3-trifluoromethylphenoxy)ethan-1-one